OC1(CN(C1)C=1N(C=C(C1)O)COCC[Si](C)(C)C)C 2-(3-hydroxy-3-methylazetidin-1-yl)-4-hydroxy-1-((2-(trimethylsilyl)ethoxy)methyl)-1H-pyrrole